6-bromo-7-methyl-1,2,3,4-tetrahydroisoquinoline BrC=1C=C2CCNCC2=CC1C